N-(4-methoxyphenyl)-2-(3-methyl-[1,2,4]triazolo[4,3-a]pyridin-6-yl)-6-morpholinylimidazo[1,2-a]pyrazin-3-amine COC1=CC=C(C=C1)NC1=C(N=C2N1C=C(N=C2)N2CCOCC2)C=2C=CC=1N(C2)C(=NN1)C